(4R,5S,6R)-6-(acetoxymethyl)tetrahydro-2H-pyran C(C)(=O)OC[C@H]1CCCCO1